FC=1C=C(C=C(C1)F)[C@@H]1CC=NN1C(=O)N1CC(C1)OC1=CC(=NC=C1F)C=1C(=C(N(C1C)C)NC(OC(C)(C)C)=O)C tert-butyl (S)-(4-(4-((1-(5-(3,5-difluorophenyl)-4,5-dihydro-1H-pyrazole-1-carbonyl)azetidin-3-yl)oxy)-5-fluoropyridin-2-yl)-1,3,5-trimethyl-1H-pyrrol-2-yl)carbamate